O1N(CCC1)C(=O)[C@H]1N2C(N([C@H](CC1)C2)OS(=O)(=O)O)=O.[Na] Sodium (2S,5R)-2-(1,2-oxazolidin-2-ylcarbonyl)-6-(sulfooxy)-1,6-diazabicyclo[3.2.1]octane-7-one